2-(3-((2-(methacryloyloxy) ethyl) dimethylammonio) propanamido)-2-methylpropane-1-sulfonate C(C(=C)C)(=O)OCC[N+](CCC(=O)NC(CS(=O)(=O)[O-])(C)C)(C)C